FC=1C(=C(C=CC1F)[C@H]1[C@@H](CO[C@](C1)(C(F)(F)F)C)C=1NC2=CC=NC(=C2C(C1)=O)C1=CC=CC(=N1)C(=O)N)OC 6-(2-((3R,4R,6R)-4-(3,4-difluoro-2-methoxyphenyl)-6-methyl-6-(trifluoromethyl)tetrahydro-2H-pyran-3-yl)-4-oxo-1,4-dihydro-1,6-naphthyridin-5-yl)picolinamide